[[5-(2H-1,3-Benzodioxol-5-yl)-1-[(2-chlorophenyl)methyl]-1H-pyrazol-3-yl]methoxy]-2-methylpropanoic acid O1COC2=C1C=CC(=C2)C2=CC(=NN2CC2=C(C=CC=C2)Cl)COC(C(=O)O)(C)C